N-(5-cyanopyridin-3-yl)-N'-(5-methoxy-4-(1-methoxyethyl)-1,6-naphthyridin-3-yl)urea C(#N)C=1C=C(C=NC1)NC(=O)NC=1C=NC2=CC=NC(=C2C1C(C)OC)OC